C1(CCC1)N1C(=CC2=CC=C(C=C12)N1CC2=CC=C(C=C2CC1)F)N 1-cyclobutyl-6-(6-fluoro-1,2,3,4-tetrahydroisoquinolin-2-yl)-1H-indol-2-amine